3-((5-(5-(difluoromethyl)-1,3,4-oxadiazole-2-yl)pyridine-2-yl)methyl)-5-fluoro-6-(1H-indole-4-yl)benzo[d]oxazole-2(3H)-one FC(C1=NN=C(O1)C=1C=CC(=NC1)CN1C(OC2=C1C=C(C(=C2)C2=C1C=CNC1=CC=C2)F)=O)F